5-(3-(4-((1R,4R)-4-(4-amino-3-(4-phenoxyphenyl)-1H-pyrazolo[3,4-d]pyrimidin-1-yl)cyclohexyl)piperazin-1-yl)azetidin-1-yl)-6-Fluoro-2-((R)-2,6-dioxopiperidin-3-yl)isoindoline-1,3-dione NC1=C2C(=NC=N1)N(N=C2C2=CC=C(C=C2)OC2=CC=CC=C2)C2CCC(CC2)N2CCN(CC2)C2CN(C2)C=2C=C1C(N(C(C1=CC2F)=O)[C@H]2C(NC(CC2)=O)=O)=O